N1(CCCC1)CCCO 3-(pyrrolidin-1-yl)-1-propanol